3-isopropyl-2-(2-methylpyridin-4-yl)-1H-indole C(C)(C)C1=C(NC2=CC=CC=C12)C1=CC(=NC=C1)C